FC1(CN(C1)C(\C=C\CN1CCN(CC1)C1=NC=C(C=N1)NC1=CC=C(C=C1)C1=CC2=C(N=CN=C2N2CCOCC2)N1)=O)F (E)-1-(3,3-difluoroazetidin-1-yl)-4-(4-(5-((4-(4-morpholino-7H-pyrrolo[2,3-d]pyrimidin-6-yl)phenyl)amino)pyrimidin-2-yl)piperazin-1-yl)but-2-en-1-one